COC=1C=C(OC2=CC=C(C(=O)O)C=C2)C=C(C1)OC 4-(3,5-dimethoxyphenoxy)benzoic acid